C(C)SSSC Methyl Ethyl Trisulfide